5-(2-(((2-aminopyridin-3-yl)methyl)amino)ethoxy)-7-(6-(bis(4-methoxybenzyl)amino)-4-methyl-3-(trifluoromethyl)pyridin-2-yl)-8-chloroquinazolin-4(3H)-one NC1=NC=CC=C1CNCCOC1=C2C(NC=NC2=C(C(=C1)C1=NC(=CC(=C1C(F)(F)F)C)N(CC1=CC=C(C=C1)OC)CC1=CC=C(C=C1)OC)Cl)=O